OCCOCCOC1=CC=CC(=N1)NC=1C=C2C(=CN=C(C2=CN1)NC)C=1OC2=C(N1)C=C(C=C2)O 2-(6-((6-(2-(2-hydroxyethoxy)ethoxy)pyridin-2-yl)amino)-1-(methylamino)-2,7-naphthyridin-4-yl)benzo[d]oxazol-5-ol